(S)-2-(4-chlorophenyl)-3-(cyclopropylamino)-1-(4-((5R,7R)-7-hydroxy-5-methyl-6,7-dihydro-5H-cyclopenta[d]pyrimidin-4-yl)piperazin-1-yl)propan-1-one ClC1=CC=C(C=C1)[C@H](C(=O)N1CCN(CC1)C=1C2=C(N=CN1)[C@@H](C[C@H]2C)O)CNC2CC2